FC=1C=C2C3(CNC2=CC1)CCCC3 5'-fluorospiro[cyclopentane-1,3'-indoline]